C(C1=CC=CC=C1)OC(N(C)C1CCC2(CC(C2)CC2=CC=CC=3N(C(N(C32)C)=O)C3C(NC(CC3)=O)=O)CC1)=O benzyl((2S,4r,7S)-2-((1-(2,6-dioxopiperidin-3-yl)-3-methyl-2-oxo-2,3-dihydro-1H-benzo[d]imidazol-4-yl)methyl)spiro[3.5]nonan-7-yl)(methyl)carbamate